tert-butyl 7-{2-[2-chloro-4-(4-fluorophenyl)-5-(pyridin-4-yl)-1H-imidazol-1-yl]acetyl}-2,7-diazaspiro[3.5]nonane-2-carboxylate ClC=1N(C(=C(N1)C1=CC=C(C=C1)F)C1=CC=NC=C1)CC(=O)N1CCC2(CN(C2)C(=O)OC(C)(C)C)CC1